C(CCC)C1(CC(C(C2=C(S1(=O)=O)C=CC(=C2)N(C)C)C2=CC=C(C=C2)OC)O)CCCC dibutyl-7-(dimethylamino)-4-hydroxy-5-(4-methoxyphenyl)-2,3,4,5-tetrahydrobenzo[b]thiepine 1,1-dioxide